[Co].ClC=1C=C(C(=NC1C=1OC=C(N1)C)C=1OC=C(N1)C)Cl dichloro[2,6-bis[4-(R)-methyl-2-oxazolyl]pyridine] cobalt